lithium carbonyl-rhodium 2,4-pyridinedicarboxylate N1=C(C=C(C=C1)C(=O)[O-])C(=O)[O-].C(=O)=[Rh+].[Li+]